2-thioxo-1H-quinazolin-4-one S=C1NC2=CC=CC=C2C(N1)=O